FC(OC[C@@H](C1=CC(=CC=C1)OC(F)(F)F)NC(CC(C1(CC1)C(F)(F)F)O)=O)F N-((R)-2-(difluoromethoxy)-1-(3-(trifluoromethoxy)phenyl)ethyl)-3-hydroxy-3-(1-(trifluoromethyl)cyclopropyl)propanamide